C(C1=CC=CC=C1)C(C(=O)O)(C(=O)O)OC[C@H]1O[C@H]([C@@H]([C@@]1(O)C#C)O)N1C=NC=2C1=NC(=CC2)C(F)(F)F 2-benzyl-2-(((2R,3S,4R,5R)-3-ethynyl-3,4-dihydroxy-5-(5-(trifluoromethyl)-3H-imidazo[4,5-b]pyridin-3-yl)tetrahydrofuran-2-yl)methoxy)malonic acid